1-(3-Chlorophenyl)-3-(4-methyl-5-(2-(methylamino)pyrimidin-4-yl)thiazol-2-yl)urea ClC=1C=C(C=CC1)NC(=O)NC=1SC(=C(N1)C)C1=NC(=NC=C1)NC